NC=1C(=CC(=C(C#N)C1)Cl)OC1C(CC1)OC 5-amino-2-chloro-4-((2-methoxycyclobutyl)oxy)benzonitrile